methyl 2-(1-cyano-2-ethoxy-2-oxo-ethyl)-6-(trifluoromethyl)pyridine-4-carboxylate C(#N)C(C(=O)OCC)C1=NC(=CC(=C1)C(=O)OC)C(F)(F)F